n-butoxyethyl methacrylate C(C(=C)C)(=O)OCCOCCCC